tert-butyl (2S)-4-fluoro-2-({[4-(3-phenyl-1H-pyrrolo[3,2-b]pyridin-2-yl)pyridin-3-yl]oxy}methyl)-2,3-dihydro-1H-pyrrole-1-carboxylate FC=1C[C@H](N(C1)C(=O)OC(C)(C)C)COC=1C=NC=CC1C1=C(C2=NC=CC=C2N1)C1=CC=CC=C1